C(C1CCC(CC1)N)C1CCC(CC1)N 4,4'-methylenebis(cyclohexaneamine)